3-AMINO-4-(CARBOXYMETHYL)FURAZANE NC1=NON=C1CC(=O)O